NC1=CC(=C(C=C1)N1C(=NC(=C1)C1=NC(=NC=C1C(F)(F)F)NC1CCN(CC1)S(=O)(=O)C)C)F 4-(1-(4-amino-2-fluorophenyl)-2-methyl-1H-imidazol-4-yl)-N-(1-(methylsulfonyl)piperidin-4-yl)-5-(trifluoromethyl)pyrimidin-2-amine